FC1(CN(CC1C)C=1C=2N(N=C(C1)C=1C(NC(NC1)=O)=O)C(=CN2)Cl)F 5-(8-(3,3-difluoro-4-methylpyrrolidin-1-yl)-3-chloroimidazo[1,2-b]pyridazin-6-yl)pyrimidine-2,4(1H,3H)-dione